tert-butyl (3R)-3-(3-(3-bromophenyl)-1-(tert-butoxy)-1-oxopropane-2-yl)pyrrolidine-1-carboxylate BrC=1C=C(C=CC1)CC(C(=O)OC(C)(C)C)[C@@H]1CN(CC1)C(=O)OC(C)(C)C